4,4-Difluoro-1-{3-fluoro-4-[(2H3)methyloxy]phenyl}cyclohexanecarbonitrile FC1(CCC(CC1)(C#N)C1=CC(=C(C=C1)OC([2H])([2H])[2H])F)F